4-amino-1-(4-chloro-3-(pyrrolidin-1-ylmethyl)benzyl)-1H-imidazo[4,5-c]quinolin-2(3H)-one NC1=NC=2C=CC=CC2C2=C1NC(N2CC2=CC(=C(C=C2)Cl)CN2CCCC2)=O